N-(1-cyclopropyl-3-(methylsulfonyl)allyl)-2-(methylamino)-4-phenoxypyrimidine-5-carboxamide C1(CC1)C(C=CS(=O)(=O)C)NC(=O)C=1C(=NC(=NC1)NC)OC1=CC=CC=C1